FC(=C(C(C(C(C(F)(F)F)(F)F)(F)F)(F)F)F)O perfluorohexene-1-ol